CN(S(=O)(=O)C1=CC(=C(C(=O)O)C=C1C)[N+](=O)[O-])C 4-(dimethylsulfamoyl)-5-methyl-2-nitro-benzoic acid